N-[(1S)-1-(4,4-difluorocyclohexyl)-2-[[3-fluoro-1-[1-[1-(2,2,2-trifluoroethyl)tetrazol-5-yl]propyl]pyrazol-4-yl]amino]-2-oxo-ethyl]-2-isopropyl-pyrazole-3-carboxamide FC1(CCC(CC1)[C@@H](C(=O)NC=1C(=NN(C1)C(CC)C1=NN=NN1CC(F)(F)F)F)NC(=O)C=1N(N=CC1)C(C)C)F